ClC1=CC=C(C=C1)C=1C=CC(N(N1)CC1=C(C=CC=C1)C)=O 6-(4-chlorophenyl)-2-(2-methylbenzyl)pyridazin-3(2H)-one